1,3-dimethylpentane CCCC(CC)C